CC(C1=CC=CC=C1)(C)C=1C(=C(C=C(C1)C(C1=CC=CC=C1)(C)C)N1N=C2C(=N1)C=CC=C2)O 2-(3',5'-bis(alpha,alpha-dimethylbenzyl)-2'-hydroxyphenyl)benzotriazole